O[C@H]1C[C@@H]([C@@H]2[C@H]1OC(O2)(C)C)C=2C=C(C=CC2)CCNC(OC(C)(C)C)=O tert-butyl N-(2-{3-[(3aR,4R,6S,6aS)-6-hydroxy-2,2-dimethyl-tetrahydro-3aH-cyclopenta[d][1,3]dioxol-4-yl]phenyl}ethyl)carbamate